ClC=1C(=NC=CC1C1=C(C(=CC=C1)C1=NC(=C(C=C1)CN1CC2(C1)CNC(C2)=O)OC)Cl)C=2C=C1CCN(CC1=C(C2)OC)CCC(=O)O 3-(6-(3-Chloro-4-(2-chloro-3-(6-methoxy-5-((7-oxo-2,6-diazaspiro[3.4]octan-2-yl)methyl)pyridin-2-yl)phenyl)pyridin-2-yl)-8-methoxy-3,4-dihydroisoquinolin-2(1H)-yl)propanoic acid